IC1=CN=CN1CCCN1CCOCC1 4-[3-(5-Iodoimidazol-1-yl)propyl]morpholine